O\N=C\C1=CC=C2C(=NN(C2=C1)C)C(=O)NC1=CC=C(C=C1)OC(F)(F)F 6-[(E)-hydroxyiminomethyl]-1-methyl-N-[4-(trifluoromethoxy)phenyl]indazole-3-carboxamide